dichloromethyl-(6-(t-butoxy)hexyl)silane ClC(Cl)[SiH2]CCCCCCOC(C)(C)C